ClC1=CC(=C(C=C1)C1=NC(=CC=2N=C(N(C(C21)=O)C)C)N2C(COCC2)C=2C=NN(C2)[C@@H](C)F)F 5-(4-chloro-2-fluorophenyl)-7-((2S)-(1-((R)-1-fluoroethyl)-1H-pyrazol-4-yl)-4-morpholinyl)-2,3-dimethylpyrido[4,3-d]pyrimidin-4(3H)-one